C1(CC1)C1=C(C(=NO1)C1=C(C=CC=C1Cl)Cl)COCC1(CCN(CC1)C(=O)OC(C)(C)C)F tert-butyl 4-(((5-cyclopropyl-3-(2,6-dichlorophenyl) isoxazol-4-yl) methoxy) methyl)-4-fluoropiperidine-1-carboxylate